O[C@H]1[C@@H](C1)N |r| racemic-trans-2-hydroxy-cyclopropyl-amine